BrC1C(C(C=2C(=CC3=C(C(C2)=O)C=C(C(=C3OC)OC)C(C)C)C1Br)(C)C)=O 3,4-dibromo-8-isopropyl-6,7-dimethoxy-1,1-dimethyl-3,4-dihydro-1H-dibenzo[a,d][7]annulene-2,10-dione